2-(4-cyclopropyl-6-methoxypyrimidin-5-yl)-5-methyl-7-(4-(1-methyl-4-(trifluoromethyl)-1H-imidazol-2-yl)benzyl)-5H-pyrrolo[3,2-d]pyrimidine C1(CC1)C1=NC=NC(=C1C=1N=CC2=C(N1)C(=CN2C)CC2=CC=C(C=C2)C=2N(C=C(N2)C(F)(F)F)C)OC